N-((1R,5S,6r)-3-oxabicyclo[3.1.0]hexan-6-yl)-5-(4-((3-ethyl-2-oxo-2,3-dihydro-1H-pyrimido[4,5,6-de]quinazolin-8-yl)methyl)piperazin-1-yl)-6-methylpicolinamide [C@H]12COC[C@@H]2C1NC(C1=NC(=C(C=C1)N1CCN(CC1)CC1=CC=2C3=C(N(C(NC3=C1)=O)CC)N=CN2)C)=O